Cl.Cl.CC=1C=C(C=C(C1)COC1=CC=C(C(NC(C)C)=N)C=C1)COC1=CC=C(C(NC(C)C)=N)C=C1 4,4'-(((5-methyl-1,3-phenylene)bis(methylene))bis(oxy))bis(N-isopropylbenzimidamide) dihydrochloride